1-(bis(4-fluorophenyl)methyl)-piperazine FC1=CC=C(C=C1)C(N1CCNCC1)C1=CC=C(C=C1)F